NC1=CC=C(N(C)C)C=C1 p-aminodimethyl-aniline